sodium (4-bromo-phenoxy) propanesulfonate C(CC)S(=O)(=O)OOC1=CC=C(C=C1)Br.[Na]